NC[C@H](F)C=1C=NC(=NC1)C1=C(C=C(C#N)C=C1)OC=1N(N=C(C1)C1CCOCC1)C 4-[5-[(1R)-2-amino-1-fluoroethyl]pyrimidin-2-yl]-3-[2-methyl-5-(oxan-4-yl)pyrazol-3-yl]oxybenzonitrile